tri-n-butylmethyl-ammonium chloride salt [Cl-].C(CCC)[N+](C)(CCCC)CCCC